5-methyl-1-heptene CC(CCC=C)CC